ClC1=C(C=C(C=C1)Cl)S(=O)(=O)NC=1C(=C(C(=CC1)F)C1=C2C=NC(=NC2=CC=C1)[N-]C(C(C)(C)C)=O)F N-(5-(3-(2,5-dichlorophenylsulfonamido)-2,6-difluorophenyl)quinazoline-2-yl)pivaloyl-amide